ClC1=C(C=NC=C1)C(=O)N1CCN(CC1)C1C=2C=CC=CC2CCC=2C=CC=CC12 (4-chloro-3-pyridyl)-[4-(2-tricyclo[9.4.0.03,8]pentadeca-1(11),3(8),4,6,12,14-hexaenyl)piperazin-1-yl]methanone